(Z)-4-(3-(4-bromo-3-(trifluoromethyl)phenyl)-1,4,4,4-tetrafluorobut-1-en-1-yl)-N'-methyl-N'-(pyrimidin-2-yl)-2-(trifluoromethyl)benzoyl-hydrazine BrC1=C(C=C(C=C1)C(\C=C(/F)\C1=CC(=C(C(=O)NN(C2=NC=CC=N2)C)C=C1)C(F)(F)F)C(F)(F)F)C(F)(F)F